((2-(trimethylsilyl) ethoxy) methyl)-1H-1,2,3-triazole-4-carboxylate C[Si](CCOCN1N=NC(=C1)C(=O)[O-])(C)C